3-fluoro-2-(4-((5-methoxypyridin-2-yl)amino)-5-oxo-6,7-dihydro-5H-pyrrolo[3,4-b]pyridin-2-yl)benzonitrile FC=1C(=C(C#N)C=CC1)C1=CC(=C2C(=N1)CNC2=O)NC2=NC=C(C=C2)OC